4-(trifluoromethyl)selenobenzo[2,3-b]pyridine-2-carboxylate FC(C1=C2C(=NC(=C1)C(=[Se])[O-])C=CC=C2)(F)F